2,2-dimethoxy-N-octyl-1-aza-2-silacyclopentane CO[Si]1(N(CCC1)CCCCCCCC)OC